[Gd].[Ga] Gallium-Gadolinium